C1(=CC=CC=C1)S(=O)(=O)N[C@@H](CCCCN)C(=O)Cl benzenesulfonyl-lysyl chloride